CN1N(CC(=C1C=1C=C2N=CC=NC2=CC1)C1=CC(=CC=C1)SC)C 1,2-dimethyl-4-(3-(methylthio)phenyl)-5-(quinoxalin-6-yl)-1H-pyrazol